3-(3-fluoro-1-methyl-1H-pyrazol-4-yl)-6,7-dihydro-5H-pyrrolo[3,4-b]pyridin-5-one FC1=NN(C=C1C=1C=C2C(=NC1)CNC2=O)C